FC1=C(C=C(C=C1)NC(C=C)=O)NC1=NC(=NC=C1C1=CC=C(C=C1)C(F)(F)F)NC=1C(=NN(C1)C)F N-(4-fluoro-3-((2-((3-fluoro-1-methyl-1H-pyrazol-4-yl)amino)-5-(4-(trifluoromethyl)phenyl)pyrimidin-4-yl)amino)phenyl)acrylamide